N-((3aR,5s,6aS)-5-methyl-2-(5-(4,4,5,5-tetramethyl-1,3,2-dioxaborolan-2-yl)pyrazin-2-yl)octahydrocyclopenta[c]pyrrol-5-yl)formamide CC1(C[C@@H]2[C@@H](CN(C2)C2=NC=C(N=C2)B2OC(C(O2)(C)C)(C)C)C1)NC=O